5-(3-propoxypropanoyl)amino-3-(1-azabicyclo[5.4.0]undecan-4-yl)-benzothiophene C(CC)OCCC(=O)NC=1C=CC2=C(C(=CS2)C2CCN3CCCCC3CC2)C1